BrC1=C(C(=CC(=C1)C(C(F)(F)F)(C(F)(F)F)F)OC(F)F)NC(C1=C(C(=CC=C1)N(C(=O)C1=CC=NC=C1)C)OC)=O N-[2-bromo-6-difluoromethoxy-4-(1,1,1,2,3,3,3-heptafluoropropan-2-yl)phenyl]-3-{methyl-[(pyridin-4-yl)carbonyl]amino}-2-methoxybenzamide